OCCN1CCN(CC1)CCS(=O)(=O)O 4-2-hydroxyethyl-1-piperazinethanesulfonic acid